6-nitro-7-(3-(4-(2-((tetrahydro-2H-pyran-2-yl)oxy)ethyl)piperazin-1-yl)propoxy)quinazolin-4-amine [N+](=O)([O-])C=1C=C2C(=NC=NC2=CC1OCCCN1CCN(CC1)CCOC1OCCCC1)N